C(\C=C\C(=O)OC1CCCC1)(=O)OC1CCC(CC1)CC(C)C (4-isobutylcyclohexyl) cyclopentyl fumarate